3,3'-dithiobis(sulfosuccinimidyl propionate) C1C(C(=O)N(C1=O)OC(=O)CCSSCCC(=O)ON2C(=O)CC(C2=O)S(=O)(=O)O)S(=O)(=O)O